[(3-chloro-2-methoxyphenyl)amino]-2-(3-{[(2R)-2-methylazetidin-2-yl]methoxy}pyridin-4-yl)-1H,5H,6H,7H-pyrrolo[3,2-c]pyridin-4-one ClC=1C(=C(C=CC1)NN1C(=CC=2C(NCCC21)=O)C2=C(C=NC=C2)OC[C@@]2(NCC2)C)OC